2-(3-bromo-5-chloro-4-isopropyl-phenyl)-4,4,5,5-tetramethyl-1,3,2-dioxaborolane BrC=1C=C(C=C(C1C(C)C)Cl)B1OC(C(O1)(C)C)(C)C